CN1N=C2C=CC(=CC2=C1)C=1N=C2N(C(C1)=O)C=C(C=C2)C=2CCNCC2 2-(2-methyl-2H-indazol-5-yl)-7-(1,2,3,6-tetrahydropyridin-4-yl)-4H-pyrido[1,2-a]pyrimidin-4-one